CCCC(C1=CC=C(C=C1)F)O DL-4-fluoro-α-propylbenzyl alcohol